O.O.O.O.[Al].[K] potassium aluminum tetrahydrate